ClC1=CNC=2N=C(N=C(C21)NC2=C(C=CC=C2)P(C)(C)=O)NC=2C=CC1=C(OC[C@@H]3N1CCN(C3)C3CC3)C2 (R)-(2-((5-chloro-2-((3-cyclopropyl-1,2,3,4,4a,5-hexahydrobenzo[b]pyrazino[1,2-d][1,4]oxazin-8-yl)amino)-7H-pyrrolo[2,3-d]pyrimidin-4-yl)amino)phenyl)dimethylphosphine oxide